P(=O)(OCN1C(=NC2=CC(=CC=C2C1=O)Cl)NC1=CC(=CC(=C1)Cl)Cl)([O-])[O-].[Na+].[Na+] sodium (7-chloro-2-((3,5-dichlorophenyl)amino)-4-oxoquinazolin-3(4H)-yl)methyl phosphate